4-((4-(3-amino-1-methyl-1H-pyrazol-5-yl)-2,6-difluorobenzyl)oxy)phenyl sulfurofluoridate S(OC1=CC=C(C=C1)OCC1=C(C=C(C=C1F)C1=CC(=NN1C)N)F)(=O)(=O)F